ClC=1C2=C(N=CN1)C=C(S2)C=2C(=NC(=NC2)OC)OC 4-chloro-6-(2,4-dimethoxypyrimidin-5-yl)thieno[3,2-d]pyrimidine